6-(4-methoxybenzyl)-7,7-dimethyl-6,7-dihydro-5H-pyrrolo[3,4-b]pyridin-5-one COC1=CC=C(CN2C(C3=NC=CC=C3C2=O)(C)C)C=C1